CC1=CSC=C1C(=O)O 3-methyl-4-carboxythiophen